N-(4-cyano-3-(2-(dimethylamino)ethoxy)phenyl)-6-(2-methoxy-4-(5-methyl-1,2,4-oxadiazol-3-yl)phenyl)nicotinamide (pyrrolidin-2-yl)methylacetoxybenzoate hydrochloride Cl.N1C(CCC1)CC=1C(=C(C(=O)O)C=CC1)OC(C)=O.C(#N)C1=C(C=C(C=C1)NC(C1=CN=C(C=C1)C1=C(C=C(C=C1)C1=NOC(=N1)C)OC)=O)OCCN(C)C